C(C)(C)C1=C(C(=CC=C1)C(C)C)O 2,6-bis-isopropylphenol